N-benzyl-2-[5-[4-(2-morpholin-4-ylethoxy)phenyl]pyridin-2-yl]acetamide C(C1=CC=CC=C1)NC(CC1=NC=C(C=C1)C1=CC=C(C=C1)OCCN1CCOCC1)=O